C1(=CC=C(C=C1)C(C)N1C=NC2=C1C=CC(=C2)C(=O)N)C 1-(1-(p-tolyl)ethyl)-1H-benzo[d]imidazole-5-carboxamide